CN1C=CC=2C(C=CNC2C1=O)=O 7-methyl-1,7-dihydro-1,7-naphthyridine-4,8-dione